FC(CN1N=CC=2C=NC(=CC21)C(=O)O)(C)F 1-(2,2-difluoropropyl)pyrazolo[4,3-c]pyridine-6-carboxylic acid